1-(1H-indazol-6-yl)methanamine N1N=CC2=CC=C(C=C12)CN